C(C)OC1=CC(=NC=C1C#N)[C@H](C)N1C(C2=CC(=CC(=C2CC1)C=1C(=CC=2N(C1)C=CN2)C)CCN(C)CC)=O (S)-4-ethoxy-6-(1-(7-(2-(ethyl(methyl)amino)ethyl)-5-(7-methylimidazo[1,2-a]pyridin-6-yl)-1-oxo-3,4-dihydroisoquinolin-2(1H)-yl)ethyl)nicotinonitrile